dipropylene glycol monoAcetate C(C)(=O)O.CC(COC(C)CO)O